Methyl-(2-(4-((tert-butoxycarbonyl)amino)phenyl)thiazole-4-carbonyl)glycine CN(CC(=O)O)C(=O)C=1N=C(SC1)C1=CC=C(C=C1)NC(=O)OC(C)(C)C